N-(3-cyano-4-fluorophenyl)-3-(2-(3,3-difluoro-4-hydroxypiperidin-1-yl)-1,1-difluoro-2-oxoethyl)-4-fluorobenzamide C(#N)C=1C=C(C=CC1F)NC(C1=CC(=C(C=C1)F)C(C(=O)N1CC(C(CC1)O)(F)F)(F)F)=O